phenyl-(4-methylphenyl)phosphoryl fluoride C1(=CC=CC=C1)P(=O)(C1=CC=C(C=C1)C)F